Cl.FC(C1=NC=C(C=N1)[C@@H](C)N)(F)F (R)-1-(2-(trifluoromethyl)pyrimidin-5-yl)ethanamine hydrochloride